(R)-2-(6-(2-amino-1-(1-fluorocyclopropyl)-1-hydroxyethyl)-3-fluoro-2-(7-fluoro-1H-indol-2-yl)pyridin-4-yl)propan-2-ol NC[C@](O)(C1(CC1)F)C1=CC(=C(C(=N1)C=1NC2=C(C=CC=C2C1)F)F)C(C)(C)O